N(N)C(=O)C=1C(=NC=CN1)C(C)N(C(C1=CC(=CC(=C1)C(F)(F)F)C(F)(F)F)=O)C N-(1-(3-(hydrazinecarbonyl)pyrazin-2-yl)ethyl)-N-methyl-3,5-bis(trifluoromethyl)benzamide